(2S)-2-bromo-2-fluoro-acetic acid ethyl ester C(C)OC([C@@H](F)Br)=O